N-Boccyclohexyl-L-alanine hydrochloride Cl.C(=O)(OC(C)(C)C)N([C@@H](C)C(=O)O)C1CCCCC1